C1(CC1)[C@]1(C(NC(N1)=O)=O)CCC(=O)N1C(C2=CC(=C(C=C2C1([2H])[2H])Cl)Cl)([2H])[2H] (S)-5-cyclopropyl-5-(3-(5,6-dichloroisoindolin-2-yl-1,1,3,3-d4)-3-oxopropyl)imidazolidine-2,4-dione